OC1=CC=C(C=C1)NC1(CCC1)C#N 1-(4-hydroxyphenyl)aminocyclobutanecarbonitrile